3-[(Propan-2-ylamino)methyl]-1H-indol-4-ol CC(C)NCC1=CNC=2C=CC=C(C12)O